3,5-bis(trifluoromethyl)benzyl 6-(((1H-benzo[d][1,2,3]triazol-5-yl)methyl)carbamoyl)-3-azabicyclo[3.1.1]heptane-3-carboxylate N1N=NC2=C1C=CC(=C2)CNC(=O)C2C1CN(CC2C1)C(=O)OCC1=CC(=CC(=C1)C(F)(F)F)C(F)(F)F